CC1=CC=C(\C=C/2\SC3=CC=CC=C3C(C2)=O)C=C1 (E)-2-(4-methylbenzylidene)-thiochroman-4-one